F[C@H]1C[C@H](NC1)CN1CCC2=C1N=NC(=C2)C2=C(C=C(C=C2C)C(F)(F)F)O 2-(7-(((2S,4S)-4-fluoropyrrolidin-2-yl)methyl)-6,7-dihydro-5H-pyrrolo[2,3-c]pyridazin-3-yl)-3-methyl-5-(trifluoromethyl)phenol